4-(benzo[b]thiophen-2-yl)-5-(4-isopropylphenyl)-3-methylenedihydrofuran-2(3H)-one S1C2=C(C=C1C1C(C(OC1C1=CC=C(C=C1)C(C)C)=O)=C)C=CC=C2